phenyl (3-(2-oxa-5-azabicyclo[2.2.1]heptan-5-ylmethyl)-5-chloro-4-methylphenyl)carbamate C12OCC(N(C1)CC=1C=C(C=C(C1C)Cl)NC(OC1=CC=CC=C1)=O)C2